(E)-3-(6-aminopyridin-3-yl)-N-((5-(5-(4-fluorophenoxy)pyridin-2-yl)-7-(4-fluorophenyl)benzofuran-2-yl)methyl)acrylamide NC1=CC=C(C=N1)/C=C/C(=O)NCC=1OC2=C(C1)C=C(C=C2C2=CC=C(C=C2)F)C2=NC=C(C=C2)OC2=CC=C(C=C2)F